5-[(Z)-(5-fluoro-2-oxo-indolin-3-ylidene)methyl]-4-methyl-N-[2-[[(2S)-2-(methylamino)propanoyl]amino]ethyl]-1H-pyrrole-3-carboxamide FC=1C=C2/C(/C(NC2=CC1)=O)=C/C1=C(C(=CN1)C(=O)NCCNC([C@H](C)NC)=O)C